C(C1=CC=CC=C1)OC(=O)N[C@@H](C(C1CC1)C1CC1)C=1N=C2N(N=C(C=C2)CC2(C(NCC(C2)O)=O)C(=O)OC)C1 methyl 3-((2-((S)-1-(((benzyloxy)carbonyl)amino)-2,2-dicyclopropylethyl)imidazo[1,2-b]pyridazin-6-yl)methyl)-5-hydroxy-2-oxopiperidine-3-carboxylate